N-(1-cyanocyclopropyl)-4-(4-methoxypiperidin-1-yl)-9H-pyrimido[4,5-b]indole-7-sulfonamide C(#N)C1(CC1)NS(=O)(=O)C1=CC=C2C3=C(NC2=C1)N=CN=C3N3CCC(CC3)OC